ClC1=C(C=CC=C1)C1=CC(=C(C=C1)C(=O)OC)NC(=O)OC1=CC=CC=C1 methyl 2'-chloro-3-((phenoxycarbonyl)amino)-[1,1'-biphenyl]-4-carboxylate